2,5-dimethylpiperazine acetate C(C)(=O)O.CC1NCC(NC1)C